5-chloro-4-methyl-[3,3'-bipyridine]-6-carbonitrile ClC=1C(=C(C=NC1C#N)C=1C=NC=CC1)C